4-(4-((1H-indol-2-yl)methyl)piperazin-1-yl)-1-((2-(trimethylsilyl)ethoxy)-methyl)-1H-pyrrolol N1C(=CC2=CC=CC=C12)CN1CCN(CC1)C=1C=C(N(C1)COCC[Si](C)(C)C)O